CC1=CN=C2N1C1=CC=C(C=C1N(C2=O)C=2C(=NC=CC2)C)C(F)(F)F 1-Methyl-5-(2-methylpyridin-3-yl)-7-(trifluoromethyl)imidazo[1,2-a]quinoxalin-4(5H)-one